(R)-2-(1-acetylpiperidin-3-yl)-4-nitroisoindoline-1,3-dione C(C)(=O)N1C[C@@H](CCC1)N1C(C2=CC=CC(=C2C1=O)[N+](=O)[O-])=O